CN1C(C2=CC=C(C=C2C=C1)C=1C=NC2=CC=C(C=C2N1)C(=O)O)=O 3-(2-Methyl-1-oxo-6-isoquinolyl)quinoxaline-6-carboxylic acid